(2R*,4R*)-2-phenyl-1,2,3,4-tetrahydroquinoline-4-carboxylic acid methyl ester COC(=O)[C@@H]1C[C@@H](NC2=CC=CC=C12)C1=CC=CC=C1 |o1:4,6|